C(C=C)(=O)N1CCN(CC1)C1=NC(N2C3=C(C=C(C=C13)C(F)(F)F)S(C[C@H](C2)OC)C2=C(C=C(C(=C2)Cl)F)F)=O 8-(4-acryloylpiperazin-1-yl)-l-1-(5-chloro-2,4-difluorophenyl)-3-methoxy-10-(trifluoromethyl)-3,4-dihydro-2H,6H-[1,4]thiazepino[2,3,4-ij]quinazolin-6-one